NC1=C(C=2C(=NN(C2C(F)(F)F)CCCC)N1C1=C(C(=CC=C1C)OC)C)C#N 5-Amino-2-butyl-6-(3-methoxy-2,6-dimethylphenyl)-3-(trifluoromethyl)-2,6-dihydropyrrolo[2,3-c]pyrazole-4-carbonitrile